6-(2-(3,4-Dichlorophenoxy)ethoxy)-3-(5-methylthiazol-4-yl)-2-(thiophen-2-yl)-1H-inden-1-one ClC=1C=C(OCCOC2=CC=C3C(=C(C(C3=C2)=O)C=2SC=CC2)C=2N=CSC2C)C=CC1Cl